4-[(3-oxo-1,5,6,7,8,8a-hexahydroimidazo[1,5-a]pyrazin-2-yl)methyl]benzoic Acid TFA Salt OC(=O)C(F)(F)F.O=C1N(CC2N1CCNC2)CC2=CC=C(C(=O)O)C=C2